NC1=NC(N(C=C1)[C@@H]1O[C@]([C@H](C1)O[Si](C)(C)C(C)(C)C)(C1CC1)CO[Si](C)(C)C(C)(C)C)=O 4-amino-1-[(2R,4S,5R)-4-[(tert-butyldimethylsilyl)oxy]-5-{[(tert-butyldimethylsilyl)oxy]methyl}-5-cyclopropyloxolan-2-yl]pyrimidin-2-one